NC1=CC(=C(C=C1OC)N1CCC(CC1)N1CCC2(CCCN(C2)C=2C=C3C(N(C(C3=CC2)=O)C2C(NC(CC2)=O)=O)=O)CC1)C1CC1 5-(9-(1-(4-amino-2-cyclopropyl-5-methoxyphenyl)piperidin-4-yl)-2,9-diazaspiro[5.5]undecan-2-yl)-2-(2,6-dioxopiperidin-3-yl)isoindoline-1,3-dione